COC1=CC=C(C=N1)[C@H](CC(=O)O)N1N=C2C=C(C=CC2=C1)CCCC1=NC=2NCCCC2C=C1 (S)-3-(6-methoxypyridin-3-yl)-3-(6-(3-(5,6,7,8-tetrahydro-1,8-naphthyridin-2-yl)propyl)-2H-indazol-2-yl)propionic acid